8-Methyl-2-(((1-(pyridin-2-ylsulfonyl)piperidin-4-yl)thio)methyl)quinazolin-4(3H)-one CC=1C=CC=C2C(NC(=NC12)CSC1CCN(CC1)S(=O)(=O)C1=NC=CC=C1)=O